2-[3-(N-benzyl-N-methylamino)propyl]-2,3,4,9-tetrahydro-1H-pyrido[3,4-b]indole C(C1=CC=CC=C1)N(C)CCCN1CC=2NC3=CC=CC=C3C2CC1